CC1=NC2=CC=C(C=C2N=C1C1=CC=CC=C1)C1=CC=C2C=CC3=CC=CC4=CC=C1C2=C34 2-methyl-3-phenyl-6-(1-pyrenyl)quinoxaline